FC1=C(C=CC=C1)N1N=C(C=C1C1=CC(=CC(=C1)CO[C@@H](C(F)(F)F)C)F)NC(=O)[C@@H]1CNC(C1)=O (S)-5-oxopyrrolidine-3-carboxylic acid {1-(2-fluorophenyl)-5-[3-fluoro-5-((R)-2,2,2-trifluoro-1-methylethoxymethyl)phenyl]-1H-pyrazol-3-yl}amide